NC1(CC1)C[O-] (1-Aminocyclopropyl)methoxide